(4-(4,4,5,5-tetramethyl-1,3,2-dioxaborolan-2-yl)-1,2,3,6-tetrahydropyridine-1-carbonyl)oxetane-3-carbonitrile CC1(OB(OC1(C)C)C=1CCN(CC1)C(=O)C1OCC1C#N)C